(S)-1-((5-(5-(difluoromethyl)-1,3,4-oxadiazol-2-yl)pyridin-2-yl)methyl)-6-fluoro-3-(1-methylpyrrolidin-3-yl)-5-(pyridin-3-yl)-1,3-dihydro-2H-benzo[d]imidazol-2-one FC(C1=NN=C(O1)C=1C=CC(=NC1)CN1C(N(C2=C1C=C(C(=C2)C=2C=NC=CC2)F)[C@@H]2CN(CC2)C)=O)F